OC=1C=C(C2=CC=CC=C2C1)C1CCC=2C(=NC=NC2C1)N1CCN(CC1)C(C=C)=O 1-[4-[7-(3-hydroxy-1-naphthyl)-5,6,7,8-tetrahydroquinazolin-4-yl]piperazin-1-yl]prop-2-en-1-one